C(C1=CC=CC=C1)OCCCCCCN1C[C@@H]([C@@H]([C@H]([C@H]1CO)O)O)NC(C)=O N-[(3S,4S,5S,6R)-1-(6-benzyloxyhexyl)-4,5-dihydroxy-6-(hydroxymethyl)-3-piperidinyl]acetamide